CNC1=CC=C(C=C1)CC1=C(NC2=CC=CC=C12)C N-methyl-4-((2-methyl-1H-indol-3-yl)methyl)aniline